(1R,4R)-2-Methyl-5-((R)-pyrrolidin-3-yl)-2,5-diazabicyclo[2.2.1]heptane CN1[C@H]2CN([C@@H](C1)C2)[C@H]2CNCC2